ethylbis(p-tolyl)aluminum C(C)[Al](C1=CC=C(C=C1)C)C1=CC=C(C=C1)C